4-(4-((1R,5S)-8-oxa-3-azabicyclo[3.2.1]octan-3-yl)-8-fluoro-2-morpholinopyrido[4,3-d]pyrimidin-7-yl)-5-ethynyl-6-fluoroquinolin-2(1H)-one [C@H]12CN(C[C@H](CC1)O2)C=2C1=C(N=C(N2)N2CCOCC2)C(=C(N=C1)C1=CC(NC2=CC=C(C(=C12)C#C)F)=O)F